tert-butyl (4-(tert-butyl)-2-(1-(2,5-dimethoxyphenyl)-5-methyl-1H-1,2,3-triazole-4-carboxamido)phenyl)carbamate C(C)(C)(C)C1=CC(=C(C=C1)NC(OC(C)(C)C)=O)NC(=O)C=1N=NN(C1C)C1=C(C=CC(=C1)OC)OC